C(C1=CC=CC=C1)OC=1C(=CC(=C(C(=O)OC)C1)[N+](=O)[O-])OCC Methyl 5-(benzyloxy)-4-ethoxy-2-nitrobenzoate